1-[2-fluoro-4-(4-{2-[3-(trifluoromethoxy)phenyl]acetamido}-1H-1,2,3-triazol-1-yl)butyl]-N-{[3-(trifluoromethoxy)phenyl]methyl}-1H-1,2,3-triazole-4-carboxamide FC(CN1N=NC(=C1)C(=O)NCC1=CC(=CC=C1)OC(F)(F)F)CCN1N=NC(=C1)NC(CC1=CC(=CC=C1)OC(F)(F)F)=O